C(C)(C)(C)C1=CC=C(C=C1)C1=NC=CC(=C1)\C=C/1\C(NC(S1)=O)=O (Z)-5-((2-(4-(t-butyl)phenyl)pyridin-4-yl)methylene)thiazolidin-2,4-dione